4-{4-[(1R)-2-[4-(5-cyclopropyl-2-{6-cyclopropyl-2-methyl-2H-pyrazolo[3,4-b]pyridin-5-yl}-1-methyl-1H-imidazol-4-yl)-2H-indazol-2-yl]-1-hydroxyethyl]phenoxy}-2-methylbutan-2-ol C1(CC1)C1=C(N=C(N1C)C1=CC=2C(N=C1C1CC1)=NN(C2)C)C=2C1=CN(N=C1C=CC2)C[C@H](O)C2=CC=C(OCCC(C)(O)C)C=C2